methyl (R)-3-(8-(spiro[2.5]oct-5-en-6-yl)quinoline-3-carboxamido)butanoate C1CC12CC=C(CC2)C=2C=CC=C1C=C(C=NC21)C(=O)N[C@@H](CC(=O)OC)C